tert-Butyl N-[(3S,4S)-1-[(6S)-6-[1-ethyl-1H-pyrrolo[2,3-b]pyridine-5-amido]-5,6,7,8-tetrahydroquinolin-2-yl]-4-(methoxymethyl)pyrrolidin-3-yl]carbamate C(C)N1C=CC=2C1=NC=C(C2)C(=O)N[C@@H]2CC=1C=CC(=NC1CC2)N2C[C@H]([C@H](C2)COC)NC(OC(C)(C)C)=O